COC(C1=C(C=CC=C1O)OCCNC(=O)OC(C)(C)C)=O (2-((tert-butoxycarbonyl)amino)ethoxy)-6-hydroxybenzoic acid methyl ester